(2-amino-3-methylquinolin-6-yl)(3-(6-(methylamino)pyridin-3-yl)-3,4-dihydroisoquinolin-2(1H)-yl)methanone NC1=NC2=CC=C(C=C2C=C1C)C(=O)N1CC2=CC=CC=C2CC1C=1C=NC(=CC1)NC